S1SC(CC1)CCCCC(=O)NC(CCCC)=O pentanoic acid (5-[1,2]dithiolan-3-yl-pentanoyl-amide)